2-(4-((1R,3R)-3-aminocyclobutane-1-carbonyl)piperazine-1-yl)-5-(trifluoromethyl)nicotinonitrile NC1CC(C1)C(=O)N1CCN(CC1)C1=C(C#N)C=C(C=N1)C(F)(F)F